(S)-1-((5-amino-1,3,4-thiadiazol-2-yl)thio)propan-2-ol NC1=NN=C(S1)SC[C@H](C)O